C(C)C1=CC2=C(C(C=3NC4=CC(=CC=C4C3C2=O)C#N)(C)C)C=C1N1CCN(CC1)C(C(C)C)=O 9-Ethyl-8-(4-isobutyryl-piperazin-1-yl)-6,6-dimethyl-11-oxo-6,11-dihydro-5H-benzo[b]carbazole-3-carbonitrile